ClC1=CC=C(C=C1)[C@]1(CNCC1)NS(=O)(=O)C1=CC=C(C=C1)OC1=CC=C(C=C1)C(F)(F)F (R)-N-(3-(4-chlorophenyl)pyrrolidin-3-yl)-4-(4-(trifluoromethyl)phenoxy)benzenesulfonamide